C(C)OC(=O)C1C(C=C(CC1(C)C)OC(C1=CC=C(C=C1)OC)=O)=O 4-(ethoxycarbonyl)-5,5-dimethyl-3-oxocyclohex-1-en-1-yl-4-methoxybenzoate